ClC1=C(C=CC=C1)[C@@H]1[C@H](OC(O1)(C)C)CO ((4R,5R)-5-(2-chlorophenyl)-2,2-dimethyl-1,3-dioxolan-4-yl)methanol